C1(=CC=CC=C1)CC=CC1=CC=C(CC2=NOC(=C2)C=2C(=NC=CC2)N)C=C1 3-(4-(3-phenylprop-1-en-1-yl)benzylisoxazol-5-yl)pyridin-2-amine